O=C1NC[C@H]2N1CCN(C2)CC2=C([C@@H](N=C(N2)C=2SC=CN2)C2=C(C=C(C=C2)F)Cl)C(=O)OC Methyl (4R)-6-[[(8aR)-3-oxo-1,2,5,6,8,8a-hexahydroimidazo[1,5-a]pyrazin-7-yl]methyl]-4-(2-chloro-4-fluoro-phenyl)-2-thiazol-2-yl-1,4-dihydropyrimidine-5-carboxylate